C(C)(=O)ONC(=N)C=1C=C(C=CC1)C[C@@H](C(=O)N1C[C@@H](CCC1)NC(OCC1=CC=CC=C1)=O)NS(=O)(=O)C1=CC2=CC=CC=C2C=C1 Benzyl ((R)-1-((S)-3-(3-(N-acetoxycarbamimidoyl)phenyl)-2-(naphthalene-2-sulfonamido)propanoyl)piperidin-3-yl)carbamate